bis(2,4,6-trimethylbenzoyl)-2,3,5,6-tetramethylbenzoyl-2,4,6-trimethylphenylphosphine oxide CC1=C(C(=O)C=2C(=C(C(=C(C2C)P(C(C2=C(C(=CC(=C2C)C)C)C)=O)=O)C)C(C2=C(C=C(C=C2C)C)C)=O)C)C(=CC(=C1)C)C